N1(CCOCC1)C(CSC1=NSC(=N1)SCC(=O)N1CCOCC1)=O 4-{[(3-{[2-(4-morpholinyl)-2-oxoethyl]sulfanyl}-1,2,4-thiadiazol-5-yl)sulfanyl]acetyl}morpholine